methyl (2S)-5-allylpyrrolidine-2-carboxylate hydrochloride Cl.C(C=C)C1CC[C@H](N1)C(=O)OC